N1CCOCC1C1=CC=C(S1)/C=N/O (E)-5-(5-morpholinyl)thiophene-2-carbaldehyde oxime